4-(2,4-dimethyl-phenyl)-cyclohex-3-enone CC1=C(C=CC(=C1)C)C1=CCC(CC1)=O